1-(3,4-dihydroxyphenyl)-2-(4-(2-methoxyphenyl)piperazin-1-yl)ethan-1-one silver [Ag].OC=1C=C(C=CC1O)C(CN1CCN(CC1)C1=C(C=CC=C1)OC)=O